(R)-N-(2-chloro-3-fluoro-4-(N-(1-(1-methyl-piperidin-4-yl)ethyl)sulfamoyl)phenyl)-2-methylbenzamide ClC1=C(C=CC(=C1F)S(N[C@H](C)C1CCN(CC1)C)(=O)=O)NC(C1=C(C=CC=C1)C)=O